CN1C=NC2=C1C(NC(=C2)C(F)(F)F)=O 3-methyl-6-(trifluoromethyl)-3H,4H,5H-imidazo[4,5-c]pyridin-4-one